N'-(4-(3-((3-chloro-2-fluorobenzyl)oxy)oxetan-3-yl)-5-methoxy-2-methylphenyl)-N-ethyl-N-methylformimidamide ClC=1C(=C(COC2(COC2)C2=CC(=C(C=C2OC)N=CN(C)CC)C)C=CC1)F